3-methoxy-N-((4-methyl-3-(pyrimidin-2-yloxy)phenyl)carbamoyl)bicyclo[1.1.1]pentane-1-carboxamide COC12CC(C1)(C2)C(=O)NC(NC2=CC(=C(C=C2)C)OC2=NC=CC=N2)=O